5-fluoro-3-methyl-7-vinylquinolin-2(1H)-one FC1=C2C=C(C(NC2=CC(=C1)C=C)=O)C